Cl.Cl.Cl.NCC(=O)O glycine, trishydrochloride